pentaerythritol tris(thioglycolate) C(CS)(=O)OCC(COC(CS)=O)(COC(CS)=O)CO